O=C1NC(CC[C@H]1NC(=O)C1CCNC2=CC=CC=C12)=O N-[(3R)-2,6-dioxopiperidin-3-yl]-1,2,3,4-tetrahydroquinolin-4-carboxamide